(E)-3-(1,3-benzodioxol-5-yl)-N,N-bis(2-pyridyl)prop-2-enamide O1COC2=C1C=CC(=C2)/C=C/C(=O)N(C2=NC=CC=C2)C2=NC=CC=C2